COC1=C(C=CC=C1)C1=CC(=NN1)N 5-(2-methoxyphenyl)-1H-pyrazol-3-amine